The molecule is a glycopeptide that consists of phenylalanyl, (5R)-5-(beta-D-galactopyranosyloxy)lysyl, glycyl. alpha-glutamyl, glutaminyl, glycyl, prolyl, lysyl, glycyl, alpha-glutamyl and threonine residues coupled in sequence with an isostere-modified Ile-AlaPsi(CH2CH2)Gly tripeptoid unit attached to the amino terminus. CC[C@H](C)[C@@H](C(=O)N[C@@H](C)CCCC(=O)N[C@@H](CC1=CC=CC=C1)C(=O)N[C@@H](CC[C@H](CN)O[C@H]2[C@@H]([C@H]([C@H]([C@H](O2)CO)O)O)O)C(=O)NCC(=O)N[C@@H](CCC(=O)O)C(=O)N[C@@H](CCC(=O)N)C(=O)NCC(=O)N3CCC[C@H]3C(=O)N[C@@H](CCCCN)C(=O)NCC(=O)N[C@@H](CCC(=O)O)C(=O)N[C@@H]([C@@H](C)O)C(=O)O)N